2,4,6-trivinyl-2,4,6,8,8-pentamethylcyclotetrasiloxane C(=C)[Si]1(O[Si](O[Si](O[Si](O1)(C)C=C)(C)C=C)(C)C)C